COC=1C(=NC=CN1)C1=CC=C(C(=O)O)C=C1 4-(3-methoxypyrazin-2-yl)benzoic acid